(2R)-2-[1-({3,4-difluoro-2-[(2-fluoro-4-iodophenyl)amino]Phenyl}carbonyl)-3-hydroxyazetidin-3-yl]Piperidine-1-carboxylic acid 1,1-dimethylethyl ester CC(C)(C)OC(=O)N1[C@H](CCCC1)C1(CN(C1)C(=O)C1=C(C(=C(C=C1)F)F)NC1=C(C=C(C=C1)I)F)O